3-(Morpholinomethyl)benzyl (1-hydroxy-7-methyl-1,3-dihydrobenzo[c][1,2]oxaborole-6-carbonyl)-L-valinate OB1OCC2=C1C(=C(C=C2)C(=O)N[C@@H](C(C)C)C(=O)OCC2=CC(=CC=C2)CN2CCOCC2)C